O=C1N(CC2=CC(=CC=C12)OC1C(CCCC1)N1CC(C1)C=1N=NC=CC1)C1C(NC(CC1)=O)=O 3-(1-oxo-5-((2-(3-(pyridazin-3-yl)azetidin-1-yl)cyclohex-yl)oxy)isoindolin-2-yl)piperidine-2,6-dione